N(=[N+]=[N-])CC1CCN(CC1)CCNS(=O)(=O)C1=CC=C(C=C1)C1=C(C=C(C=C1)F)Cl N-(2-(4-(azidomethyl)piperidin-1-yl)ethyl)-2'-chloro-4'-fluoro-[1,1'-biphenyl]-4-sulfonamide